P(=O)(O)(O)O[C@H]1[C@@H]([C@H]([C@H](OCCNC(C[C@@H](CCCCCCCCCCC)OC(CCCCCCCCCCCCC)=O)=O)O[C@@H]1CO)NC(C[C@@H](CCCCCCCCCCC)OC(CCCCCCCCCCCCC)=O)=O)OC(C[C@@H](CCCCCCCCCCC)OC(CCCCCCCCCCCCC)=O)=O 2-[(R)-3-tetradecanoyloxytetradecanoylamino]ethyl 2-Deoxy-4-O-phosphono-3-O-[(R)-3-tetradecanoyloxytetradecanoyl]-2-[(R)-3-tetradecanoyloxytetradecanoylamino]-β-D-glucopyranoside